C(C)OC(=O)C=1C(NC(NC1C)=O)C1=CC(=C(C=C1)OC(\C=C\C1=CC=CC=C1)=O)Br (E)-ethyl-4-(3-bromo-4-(cinnamoyloxy)phenyl)-6-methyl-2-oxo-1,2,3,4-tetrahydropyrimidine-5-carboxylate